FC1=C(OC2=C3C(=NC=C2)NC=C3C=3C=CC(=C(C#N)C3)OC(C)C)C(=CC(=C1)NC=1OCC3(CC3)CN1)F 5-(4-{2,6-difluoro-4-[(5-oxa-7-azaspiro[2.5]oct-6-en-6-yl)amino]phenoxy}-1H-pyrrolo[2,3-b]pyridin-3-yl)-2-[(propan-2-yl)oxy]benzonitrile